4-chloro-5-fluoro-2-(2-pyridyloxymethyl)pyridine ClC1=CC(=NC=C1F)COC1=NC=CC=C1